C(C(C)Cl)Cl.[Cl] chlorine propylene chloride